(2-[[(9H-fluoren-9-ylmethoxy)carbonyl]-amino]acetamido)methyl acetate C(C)(=O)OCNC(CNC(=O)OCC1C2=CC=CC=C2C=2C=CC=CC12)=O